ClC1=CC2=C(N=N1)N(CCC2)[C@H]2CN(CC[C@H]2O)C(=O)OC(C)(C)C tert-butyl (3S,4R)-3-(3-chloro-6,7-dihydropyrido[2,3-c]pyridazin-8(5H)-yl)-4-hydroxypiperidine-1-carboxylate